N-{6,7-dimethoxy-1H,2H,3H-cyclopenta[b]quinolin-9-yl}-1-(4-fluorophenyl)piperidin-4-amine COC=1C(=CC=2C(=C3C(=NC2C1)CCC3)NC3CCN(CC3)C3=CC=C(C=C3)F)OC